3-(((1-(3-amino-5-methoxyphenyl)ethylidene)amino)oxy)propanenitrile NC=1C=C(C=C(C1)OC)C(C)=NOCCC#N